[N+](=O)([O-])C1=CC=C(C=C1)C1=NNC(=C1O)C1=CC=C(C=C1)C 3-(4-nitrophenyl)-5-(p-tolyl)-4-hydroxy-1H-pyrazole